(±)-1-(1-benzothiophen-5-ylmethyl)-8-{[(cis)-3-hydroxycyclopentyl]amino}-3,7-dimethyl-2,3,6,7-tetrahydro-1H-purine-2,6-dione S1C=CC2=C1C=CC(=C2)CN2C(N(C=1N=C(N(C1C2=O)C)N[C@@H]2C[C@@H](CC2)O)C)=O |r|